OCCCCCCOC1=CC=C(C(=O)C2=CC=C(C=CC(=O)[O-])C=C2)C=C1 4-[4-(6-hydroxyhexyloxy)benzoyl]cinnamate